ClC=1C=2C(N=C3N(C2C=CC1)C1=CC=C(C=C1C3(C)C)C3CCN(CC3)C3CCC(CC3)CO)=O 4-chloro-9-(1-(4-(hydroxymethyl)cyclohexyl)piperidin-4-yl)-7,7-dimethylindolo[1,2-a]quinazolin-5(7H)-one